2,3-dimethyl-1H-imidazol-3-ium triflate [O-]S(=O)(=O)C(F)(F)F.CC=1NC=C[N+]1C